C(=O)(OC(C)(C)C)N1[C@@H](CCC1)CO N-bocprolinol